FC(C)(F)C=1C=C(C=CC1)NC(=O)C=1N=C(OC1C)C1=CC(=C(C=C1)OC(F)F)C1=CC=CC=C1 N-[3-(1,1-difluoroethyl)phenyl]-2-[4-(difluoromethoxy)-3-phenyl-phenyl]-5-methyl-oxazole-4-carboxamide